C(C=C)(=O)N1C(CCC1)COC=1C=NC=CC1C1=C(C(=C(CNC(=O)C=2N=NN(C2)C(C)(C)C)C=C1)C)F N-(4-(3-((1-acryloylpyrrolidin-2-yl)methoxy)pyridin-4-yl)-3-fluoro-2-methylbenzyl)-1-(tert-butyl)-1H-1,2,3-triazole-4-carboxamide